NC1=NC=NN2C1=C(C=C2C=2C=C(C(=NC2C)OC)C(=O)NCC[C@@H](O)C2=CC=C(C=C2)Cl)C(F)(F)F 5-[4-amino-5-(trifluoromethyl)pyrrolo[2,1-f][1,2,4]triazin-7-yl]-N-[(3R)-3-(4-chlorophenyl)-3-hydroxypropyl]-2-methoxy-6-methylpyridine-3-carboxamide